3,4,5-trimethoxycyclohexylamine COC1CC(CC(C1OC)OC)N